tris(4-(4-acetylphenyl)sulfanylphenyl)sulfonium hexafluorophosphate F[P-](F)(F)(F)(F)F.C(C)(=O)C1=CC=C(C=C1)SC1=CC=C(C=C1)[S+](C1=CC=C(C=C1)SC1=CC=C(C=C1)C(C)=O)C1=CC=C(C=C1)SC1=CC=C(C=C1)C(C)=O